ClC=1C2=C(N=C(N1)SC)CNCC2 4-chloro-2-methylsulfanyl-5,6,7,8-tetrahydropyrido[3,4-d]pyrimidine